rhodium acetate salt C(C)(=O)[O-].[Rh+3].C(C)(=O)[O-].C(C)(=O)[O-]